BrC1=C2C=NN(C2=C(C=C1)OC(F)(F)F)CC(=O)OCC ethyl 2-[4-bromo-7-(trifluoromethoxy)indazol-1-yl]acetate